5-chloro-1H-indol-3-amine hydrochloride Cl.ClC=1C=C2C(=CNC2=CC1)N